FC1=C(C=CC=C1)COC1=CC=2N(C=C1)N=C(C2C(=O)NCCNS(=O)(=O)C)C 5-[(2-fluorophenyl)methoxy]-N-(2-methanesulfonamidoethyl)-2-methylpyrazolo[1,5-a]pyridine-3-carboxamide